NC=1OC2=C(N1)C=CC=C2 aminobenzoxazole